C(C(=C)C)(=O)OCC[NH+](C)C N-methacryloxyethyl-N,N-dimethyl-ammonium